C(C)OC(=O)C1=NN(C2=CC=CC(=C2C1=O)C(C)=O)C1=CC(=NC=C1)OC(F)F 5-acetyl-1-[2-(difluoromethoxy)-4-pyridinyl]-4-oxo-cinnoline-3-carboxylic acid ethyl ester